C1(CC1)CC=1C=NC=C(C1)C#C 3-(cyclopropylmethyl)-5-ethynylpyridine